[Li+].FS(=O)(=O)[N-]C(=O)OC(C1=CC=CC=C1)C(F)(F)F fluorosulfonyl-(1-phenyltrifluoromethylmethoxy)carbonyl-amide lithium